ClC1=NN(C=C1C1=NC=CC(=N1)NC=1N=CC2=C(C=CC(=C2C1)C(C)C)N1[C@@H]([C@H](C1)C[N+](=O)[O-])C)C N-(2-(3-chloro-1-methyl-1H-pyrazol-4-yl)pyrimidin-4-yl)-5-isopropyl-8-((2R,3R)-2-methyl-3-(nitromethyl)azetidin-1-yl)isoquinolin-3-amine